COC(C1=CN=CC(=C1)N)=O 5-aminonicotinic acid methyl ester